2-methoxy-4-(4-methyl-1,4-diazacycloheptan-1-yl)aniline COC1=C(N)C=CC(=C1)N1CCN(CCC1)C